benzyl N-[(1S)-3-hydroxycyclopentyl]-carbamate OC1C[C@H](CC1)NC(OCC1=CC=CC=C1)=O